2-((tert-Butyldimethylsilanyloxy)ethoxy)-2-methoxybenzoyl chloride [Si](C)(C)(C(C)(C)C)OCCOC1(C(C(=O)Cl)C=CC=C1)OC